4'-methoxy-4-nitro-[1,1'-biphenyl]-3-ol COC1=CC=C(C=C1)C1=CC(=C(C=C1)[N+](=O)[O-])O